ClC=1N=NC(=C2C1N=CC=C2)NCC(COC)O 1-((8-chloropyrido[2,3-d]pyridazin-5-yl)amino)-3-methoxypropan-2-ol